[Cl-].C[N+](CCCCCCCCCC)(C1=CC=CC2=CC=CC=C12)C dimethylnaphthyl-decyl-ammonium chloride